N-methyl-2-(3-((E)-2-pyridin-2-yl-vinyl)-1H-indazol-6-ylsulfanyl)-benzamide CNC(C1=C(C=CC=C1)SC1=CC=C2C(=NNC2=C1)\C=C\C1=NC=CC=C1)=O